(S)-4-(2-((3-aminopyrrolidin-1-yl)methyl)-5-(6-methylpyridin-3-yl)-1-methyl-1H-pyrrolo[2,3-c]pyridin-4-yl)-2-fluorobenzonitrile N[C@@H]1CN(CC1)CC1=CC=2C(=CN=C(C2C2=CC(=C(C#N)C=C2)F)C=2C=NC(=CC2)C)N1C